CC=1C=C(N=NC1C)CC=1C(C2=CC=CC=C2C(C1C)=O)=O 2-((5,6-dimethylpyridazin-3-yl)methyl)-3-methylnaphthalene-1,4-dione